NC1=NC(=C(C(=N1)NCCCC)CC=1C=C(C=CC1OC)C(C(=O)O)(C)C)C 2-(3-((2-amino-4-(butylamino)-6-methylpyrimidin-5-yl)methyl)-4-methoxyphenyl)-2-methylpropionic acid